2-(2-(5-hydroxy-6-oxo-1,6-dihydropyrimidin-4-yl)ethyl)-6-((4-(morpholinomethyl)phenyl)ethynyl)-1,2-dihydro-3H-pyrrolo[1,2-c]imidazol-3-one OC1=C(N=CNC1=O)CCN1C(N2C(C1)=CC(=C2)C#CC2=CC=C(C=C2)CN2CCOCC2)=O